(5R)-5-[[[4-amino-8-(trans-4-aminocyclohexyloxy)-5,5-dimethyl-6H-benzo[H]quinazolin-7-yl]amino]methyl]oxazolidin-2-one NC1=NC=NC=2C3=C(CC(C12)(C)C)C(=C(C=C3)O[C@@H]3CC[C@H](CC3)N)NC[C@@H]3CNC(O3)=O